BrCCCCC(=O)O 5-bromopentanoic acid